CC1(NC(CCC1)C1CCCC1)C 2,2-dimethyl-6-cyclopentylpiperidine